5-(4-(3,8-diazabicyclo-[3.2.1]octan-3-yl)-6-chloro-8-fluoro-2-((tetrahydro-1H-pyrrolizin-7a(5H)-yl)meth-oxy)quinazolin-7-yl)-2-fluoroaniline C12CN(CC(CC1)N2)C2=NC(=NC1=C(C(=C(C=C21)Cl)C=2C=CC(=C(N)C2)F)F)OCC21CCCN1CCC2